2,4,5-Trimethyl-8-pent-3-en-2-yl-3,4-dihydro-2H-chromen-7-ol CC1OC2=C(C(=CC(=C2C(C1)C)C)O)C(C)C=CC